BrC1=C(N=C(C(=N1)C(=O)OCC)NCCNC(=O)OC(C)(C)C)C ethyl 6-bromo-3-((2-((tert-butoxycarbonyl) amino) ethyl) amino)-5-methylpyrazine-2-carboxylate